Benzyl (2-(3-(bromomethyl)phenoxy)ethyl)carbamate BrCC=1C=C(OCCNC(OCC2=CC=CC=C2)=O)C=CC1